N-{[4-amino-7-(1H-pyrazol-3-yl)-1H-imidazo[4,5-c]quinolin-2-yl]methyl}-N-ethylmorpholine-4-carboxamide NC1=NC=2C=C(C=CC2C2=C1N=C(N2)CN(C(=O)N2CCOCC2)CC)C2=NNC=C2